2-amino-3-hydroxymethylbenzyl alcohol NC1=C(CO)C=CC=C1CO